(S)-quinuclidin-3-yl (7-(1H-indol-7-yl)-3,3-dimethylchroman-4-yl)carbamate N1C=CC2=CC=CC(=C12)C1=CC=C2C(C(COC2=C1)(C)C)NC(O[C@@H]1CN2CCC1CC2)=O